NC(C)(C)C1=NC=C(C=N1)C=1C(=CC2=C(C1)N1[C@H]3C4=C(C(N([C@@H](C1=N2)C3)C([2H])([2H])[2H])=O)C=CC=C4OC(F)F)F (7R,14R)-11-[2-(2-aminopropan-2-yl)pyrimidin-5-yl]-1-(difluoromethoxy)-10-fluoro-6-trideuteromethyl-6,7-dihydro-7,14-methanobenzimidazo[1,2-b][2,5]benzodiazocin-5(14H)-one